C(C)C(CCCCCCCC)OC(CCCCCCC(=O)O)=O 8-(1-ethylnonoxy)-8-oxo-octanoic acid